C(C)(C)(C)OC(NC1CN(C(CC1)=O)C=1C=NC=CC1Cl)=O (1-(4-chloropyridin-3-yl)-6-oxopiperidin-3-yl)carbamic acid tert-butyl ester